OC(CCCCCCCC(=O)OC(CO)CO)C(CCCCCCCCO)O 1,3-dihydroxypropan-2-yl 9,10,18-trihydroxyoctadecanoate